CS(=O)(=O)C[C@@H]1[C@H](N(C1)C=1C=CC(=C2C=C(N=CC12)NC1=NC(=NC=C1)N1C[C@@H]([C@H](CC1)O)OC)C(C)C)C (3S,4S)-1-[4-({8-[(2R,3S)-3-(methanesulfonylmeth-yl)-2-methylazetidin-1-yl]-5-(propan-2-yl)isoquinolin-3-yl}amino)pyrimidin-2-yl]-3-methoxypiperidin-4-ol